C1N(CCC12CCNCC2)C2=CC(=NC=C2C=2C=NN(C2)C2CCOCC2)NC2=NC(=NC=C2)C2=C(C=CC=C2OC)F N-(4-(2,8-diazaspiro[4.5]decan-2-yl)-5-(1-(tetrahydro-2H-pyran-4-yl)-1H-pyrazol-4-yl)pyridin-2-yl)-2-(2-fluoro-6-methoxyphenyl)pyrimidin-4-amine